N=1C=NN2C1C=CC(=C2)C2=CNC=1N=C(N=C(C12)OC)NC1CCC(CC1)(C)NC(C)=O N-((1r,4r)-4-((5-([1,2,4]triazolo[1,5-a]pyridin-6-yl)-4-methoxy-7H-pyrrolo[2,3-d]pyrimidin-2-yl)amino)-1-methylcyclohexyl)acetamide